ClC1=CC2=C(C=N1)C(=NN2C2=CC1=C(N(CCO1)C(=O)OC(C)(C)C)C=C2OC)C(NCCN(C)CC2=CC(=CC=C2)CC(=O)OC)=O tert-Butyl 7-(6-chloro-3-((2-((3-(2-methoxy-2-oxoethyl)benzyl)(methyl)amino)ethyl)carbamoyl)-1H-pyrazolo[4,3-c]pyridin-1-yl)-6-methoxy-2,3-dihydro-4H-benzo[1,4]oxazine-4-carboxylate